C1(CC1)C1=C(C=NC2=CC=CN=C12)NC1=CC=C(C=C1)[C@@H](C(F)(F)F)N(C(=O)C1CN(CC1)S(=O)(=O)C)C N-((S)-1-(4-((4-cyclopropyl-1,5-naphthyridin-3-yl)amino)phenyl)-2,2,2-trifluoroethyl)-N-methyl-1-(methylsulfonyl)pyrrolidine-3-carboxamide